5-(2-methyl-1-(tetrahydro-2H-pyran-4-yl)-1H-imidazo[4,5-b]pyridin-6-yl)-N-(1-methylazetidin-3-yl)pyrrolo[2,1-f][1,2,4]triazin-2-amine CC=1N(C=2C(=NC=C(C2)C=2C=CN3N=C(N=CC32)NC3CN(C3)C)N1)C1CCOCC1